2-(4-chlorobenzyl)-8-methyl-N-(1,3-thiazol-2-ylmethyl)-4,5-dihydro-2H-furo[2,3-g]indazole-7-carboxamide ClC1=CC=C(CN2N=C3C4=C(CCC3=C2)OC(=C4C)C(=O)NCC=4SC=CN4)C=C1